2-((4-(1-(cyclopropylmethyl)-5-fluoro-6-(1H-tetrazol-5-yl)-1H-indol-2-yl)phenyl)amino)-2-carbonylacetic acid methyl ester COC(C(=C=O)NC1=CC=C(C=C1)C=1N(C2=CC(=C(C=C2C1)F)C1=NN=NN1)CC1CC1)=O